O[C@H](CC=O)CO d-3,4-dihydroxybutanal